CC(C)=C(CC)C 2,3-dimethyl-2-pentene